N1=CC(=CC=C1)N1CCC1 1-pyridin-3-yl-azetidin